2-[4-(2,6-dimethyl-3,6-dihydro-2H-pyran-4-yl)-3,5-dimethyl-pyrazol-1-yl]-N-(5-pyrimidin-2-yl-2-pyridyl)acetamide CC1OC(C=C(C1)C=1C(=NN(C1C)CC(=O)NC1=NC=C(C=C1)C1=NC=CC=N1)C)C